4-((2-methyl-2H-tetrazol-5-yl)methoxy)-3-oxobutanoic acid ethyl ester C(C)OC(CC(COCC=1N=NN(N1)C)=O)=O